1-[(6Z,9Z,12Z)-octadeca-6,9,12-trien-1-yloxy]-3-(octyloxy)propan-2-amine C(CCCC\C=C/C\C=C/C\C=C/CCCCC)OCC(COCCCCCCCC)N